C(C=C)N1N(C2=NC(=NC=C2C1=O)S(=O)(=O)C)C=1C=C(OC2CCN(CC2)C(=O)OC(C)(C)C)C=CC1 tert-butyl 4-(3-(2-allyl-6-(methylsulfonyl)-3-oxo-2,3-dihydro-1H-pyrazolo[3,4-d]pyrimidin-1-yl)phenoxy)piperidine-1-carboxylate